1-(5-tert-butyl-2H-pyrazol-3-yl)-3-(4-{5-[3-(4-methyl-piperazin-1-yl)-propoxy]-benzoimidazol-1-yl}-phenyl)-urea C(C)(C)(C)C=1C=C(NN1)NC(=O)NC1=CC=C(C=C1)N1C=NC2=C1C=CC(=C2)OCCCN2CCN(CC2)C